tert-Butyl 2,2-dimethyl-4-[3-(3-sulfamoylpyrazol-1-yl)propyl]pyrrolidine-1-carboxylate CC1(N(CC(C1)CCCN1N=C(C=C1)S(N)(=O)=O)C(=O)OC(C)(C)C)C